CC1(C(N(C2=CC(=CC=C12)C1=CC2=C(C(=N1)NC=1C(=C(C(=C(C(=O)NCC)C1)C)F)F)N(C=N2)C(C)C)C2CC(C2)(N2CCCCC2)C)=O)C 5-((6-(3,3-dimethyl-1-((1s,3s)-3-methyl-3-(piperidin-1-yl)cyclobutyl)-2-oxoindolin-6-yl)-3-isopropyl-3H-imidazo[4,5-c]pyridin-4-yl)amino)-N-ethyl-3,4-difluoro-2-methylbenzamide